CC1OC=C(C1=O)O 2-methyl-4-hydroxy-3(2H)-furanone